tert-butyl 3-(1H-indazole-3-yl)pyrrolidine-1-carboxylate N1N=C(C2=CC=CC=C12)C1CN(CC1)C(=O)OC(C)(C)C